ethoxyl-sodium O(CC)[Na]